3-(3-isocyanatopropyl)-bicyclo[2.2.1]heptane N(=C=O)CCCC1CC2CCC1C2